C(C)OC=1C=C(C=2N(C1)N=C1C2C=NN1)C1CCC(CC1)(C(=O)[O-])OC 4-(6-ethoxy-1H-pyrazolo[3',4':3,4]pyrazolo[1,5-a]pyridin-4-yl)-1-methoxycyclohexane-1-carboxylate